tert-butyl 1-((1-methyl-1,2,3,4-tetrahydroquinolin-7-yl) methyl)-1,8-diazaspiro[4.5]decane-8-carboxylate CN1CCCC2=CC=C(C=C12)CN1CCCC12CCN(CC2)C(=O)OC(C)(C)C